(R)-2-(4-(4-(2-(5-amino-8-(furan-2-yl)-2-oxothiazolo[5,4-e][1,2,4]triazolo[1,5-c]pyrimidin-3(2H)-yl)ethyl)piperazin-1-yl)-3-fluorophenoxy)propanoic acid NC1=NC2=C(C=3N1N=C(N3)C=3OC=CC3)SC(N2CCN2CCN(CC2)C2=C(C=C(O[C@@H](C(=O)O)C)C=C2)F)=O